OCCOCCOCCOCCOCCOCC(=O)OCC 1-Ethyl 2-[2-[2-[2-[2-(2-hydroxyethoxy)ethoxy]ethoxy]ethoxy]ethoxy]acetate